ethyl 2-(1-((4-fluorophenyl)carbamoyl)cyclopropane-1-carboxamido)-4-methylthiazole-5-carboxylate FC1=CC=C(C=C1)NC(=O)C1(CC1)C(=O)NC=1SC(=C(N1)C)C(=O)OCC